1-(4-(3-hydroxy-8-phenyl-6,7-dihydro-5H-benzo[7]annulen-9-yl)phenyl)piperidine-4-carbaldehyde OC1=CC2=C(C(=C(CCC2)C2=CC=CC=C2)C2=CC=C(C=C2)N2CCC(CC2)C=O)C=C1